NC1=NC=2C=CC=CC2C2=C1N=C(N2CCCNS(=O)(=O)C2=CC=C(C=C2)C)CCOC N-{3-[4-amino-2-(2-methoxyethyl)-1H-imidazo[4,5-c]quinolin-1-yl]propyl}-4-methylbenzenesulfonamide